CC1(CC2=CC=C(C=C2C1)C)C(=O)O 2,5-Dimethyl-2,3-dihydro-1H-indene-2-carboxylic acid